FC1=CC=CC(=C1C(=O)[O-])OC 6-fluoro-2-methoxybenzoate